Dinonyl 11-(2-(diethylamino)ethyl)-5,17-bis(4-(nonyloxy)-4-oxobutyl)-7,15-dioxo-6,8,14,16-tetraoxa-11-azahenicosanedioate C(C)N(CCN(CCOC(OC(CCCC(=O)OCCCCCCCCC)CCCC(=O)OCCCCCCCCC)=O)CCOC(OC(CCCC(=O)OCCCCCCCCC)CCCC(OCCCCCCCCC)=O)=O)CC